C[Si](=[Hf](C1=CC=C2C(C=CC=C12)(C)C(C)(C)C)C1=CC=C2C(C=CC=C12)(C(C)(C)C)C)C dimethylsilylene-bis(4-methyl-4-tert-butylinden-1-yl)hafnium